3-(4-chloro-2,3-difluorophenyl)-N-(4-methyl-3-(pyridin-4-yl)-1H-pyrazol-5-yl)propenamide ClC1=C(C(=C(C=C1)C=CC(=O)NC1=C(C(=NN1)C1=CC=NC=C1)C)F)F